1-(4-methylsulfonylphenoxy)propan-2-one CS(=O)(=O)C1=CC=C(OCC(C)=O)C=C1